2-(4-cyclopropyl-6-methoxy-pyrimidin-5-yl)-4-[[6-[1-ethyl-4-(trifluoromethyl)imidazol-2-yl]-5-fluoro-3-pyridyl]methoxy]-7H-pyrrolo[2,3-d]pyrimidine-5-carbonitrile C1(CC1)C1=NC=NC(=C1C=1N=C(C2=C(N1)NC=C2C#N)OCC=2C=NC(=C(C2)F)C=2N(C=C(N2)C(F)(F)F)CC)OC